COC(C1=C(C=NC=C1)\C=C(/C)\C1=CC=C(C=C1)C(F)(F)F)=O (E)-3-(2-(4-(trifluoromethyl)phenyl)prop-1-en-1-yl)isonicotinic acid methyl ester